N[S@](=NC(CC1=C2CCCC2=CC=C1C1=CC=CC=C1)=O)(=O)C1=CC=C(C=C1)CNC |r| (R) and (S)-N-(amino(4-((methylamino)methyl)phenyl)(oxo)-λ6-sulfaneylidene)-2-(5-phenyl-2,3-dihydro-1H-inden-4-yl)acetamide